5,5,7,7-tetramethyl-2-(2-(trifluoromethyl)benzamido)-5,7-dihydro-4H-thieno[2,3-c]pyran-3-carboxamide CC1(CC2=C(C(O1)(C)C)SC(=C2C(=O)N)NC(C2=C(C=CC=C2)C(F)(F)F)=O)C